C(=O)(OCC1C2=CC=CC=C2C2=CC=CC=C12)NCCCCC(CO)CO 2-(N-Fmoc-4-aminobutyl)-1,3-propanediol